P(=O)(O)(O)OC=1C(=O)O[C@@H](C1O)[C@@H](O)CO phospho-ascorbic acid